3-Amino-5,7-dimethyl-1-adamantanol NC12CC3(CC(CC(C1)(C3)C)(C2)C)O